N=1[Se]N=C2C1C=CC=C2 benzo[c][1,2,5]selenadiazole